C(#N)C1=CC=C(OC2=C(N=NN2)C(=O)O)C=C1 5-(4-cyanophenoxy)-1H-1,2,3-triazole-4-carboxylic acid